N1=NN(N=NC=CC=CC=CC=CC=CC=CC=CC=C1)C(=O)N pentaazacyclohenicosine-3-carboxamide